ClC1=C(C(=C(C#N)C(=C1)OCC(C)(C)O)C=1N(N=CC1I)C)F 4-Chloro-3-fluoro-6-(2-hydroxy-2-methyl-propoxy)-2-(4-iodo-2-methyl-pyrazol-3-yl)benzonitrile